1-(4-methoxybenzyl)-3-(2-oxoethyl)-3a,7a-dihydro-1H-pyrazolo[3,4-b]pyridine-4-carboxylic acid Ethyl ester C(C)OC(=O)C=1C2C(N=CC1)N(N=C2CC=O)CC2=CC=C(C=C2)OC